C1(=CC=C2C=CC=CC=C12)N[C@@H](C)C(=O)O azulenyl-L-alanine